N-(6-(5-(difluoromethyl)-6-fluoro-7-(isopropylamino)-1H-indazol-4-yl)imidazo[1,2-a]pyrazin-2-yl)acetamide FC(C=1C(=C2C=NNC2=C(C1F)NC(C)C)C=1N=CC=2N(C1)C=C(N2)NC(C)=O)F